FC1=CC=C(C=C1)CNC(=O)C=1C(=NC2=CC(=CC=C2C1C)C(F)(F)F)OCCOC N-[(4-fluorophenyl)-methyl]-2-(2-methoxy-ethoxy)-4-methyl-7-(trifluoromethyl)-quinoline-3-carboxylic acid amide